6-(5-Chloro-3-(((methyl(oxetan-3-ylmethyl)carbamoyl)oxy)methyl)thiophene-2-yl)-2-methylpyridine ClC1=CC(=C(S1)C1=CC=CC(=N1)C)COC(N(CC1COC1)C)=O